FC=1C(=CC2=CN(N=C2C1)C)NC(=O)N1CCC=2C1=NC=CC2N2C[C@@H](NCC2)C (S)-N-(6-fluoro-2-methyl-2H-indazol-5-yl)-4-(3-methylpiperazin-1-yl)-2,3-dihydro-1H-pyrrolo[2,3-b]pyridine-1-carboxamide